8-bromo-2,3-dihydro-5H-benzo[e][1,4]Oxathiepine 1,1-dioxide BrC=1C=CC2=C(S(CCOC2)(=O)=O)C1